2-hydroxyethyl 3-[[3-(2-hydroxyethoxy)-3-oxopropyl](2-hydroxyethyl)amino]propanoate OCCOC(CCN(CCC(=O)OCCO)CCO)=O